C(C)(C)(C)OC(=O)C1=CC=C(C=C1)[C@@H]1CNCCC[C@H]1CC1=C2C=CN(C2=C(C=C1C)C)C(=O)OC(C)(C)C tert-butyl 4-(((3R,4S)-3-(4-(tert-butoxycarbonyl) phenyl)azepan-4-yl)methyl)-5,7-dimethyl-1H-indole-1-carboxylate